N-(1-cyclopropyl)-aniline C1(CC1)NC1=CC=CC=C1